tert-butyl N-[3-chloro-5-(isobutylsulfamoyl)-8,9-dihydro-7H-cyclopenta[h]isoquinolin-9-yl]carbamate ClC=1N=CC2=C3C(=CC(=C2C1)S(NCC(C)C)(=O)=O)CCC3NC(OC(C)(C)C)=O